tert-butyl 6-(8-(benzo[d]thiazol-2-ylcarbamoyl)-3,4-dihydroisoquinolin-2(1H)-yl)-3-(4-((7-(2-ethoxy-2-oxoethyl)-7-azaspiro[3.5]nonan-2-yl)oxy)-2-methylphenyl)picolinate S1C(=NC2=C1C=CC=C2)NC(=O)C=2C=CC=C1CCN(CC21)C2=CC=C(C(=N2)C(=O)OC(C)(C)C)C2=C(C=C(C=C2)OC2CC1(C2)CCN(CC1)CC(=O)OCC)C